[Pb].[Mo].[Cu] Copper-molybdenum-lead